3-methylamino-1,2-propylene glycol CNCC(CO)O